C(C)(C)C1=C(C=CC(=C1)C(C)C)C1=CC=CC=C1C(C)C 2',4',6-triisopropyl-Biphenyl